3-chloro-N-[1-[3-[5-(2,2,2-trifluoroethoxy)-2-pyridyl]pyrazin-2-yl]ethyl]-5-(trifluoromethyl)benzamide ClC=1C=C(C(=O)NC(C)C2=NC=CN=C2C2=NC=C(C=C2)OCC(F)(F)F)C=C(C1)C(F)(F)F